CNC(CCSC(C)(C)C1CC=C(CC1)C)=O N-methyl-3-((2-(4-methylcyclohex-3-en-1-yl)propan-2-yl)thio)propanamide